1-methyl-imidazolidin-2-one CN1C(NCC1)=O